N-(5-(4-(5-chloro-4-fluoro-2-(2-hydroxypropan-2-yl)phenylamino)-1,3,5-triazin-2-ylamino)-2-((2-(dimethylamino)ethyl)(methyl)amino)-4-methoxyphenyl)acrylamide ClC=1C(=CC(=C(C1)NC1=NC(=NC=N1)NC=1C(=CC(=C(C1)NC(C=C)=O)N(C)CCN(C)C)OC)C(C)(C)O)F